3-(5-((7-benzhydryl-2,7-diazaspiro[3.5]nonan-2-yl)methyl)-6-fluoro-1-oxoisoindolin-2-yl)piperidine-2,6-dione C(C1=CC=CC=C1)(C1=CC=CC=C1)N1CCC2(CN(C2)CC=2C=C3CN(C(C3=CC2F)=O)C2C(NC(CC2)=O)=O)CC1